NCC[C@H](C(=O)O)NC(=O)OC(C)(C)C (R)-4-amino-2-((tert-butoxycarbonyl)amino)butanoic acid